OC1=C(C(=O)NC=2C(=NC=CC2)C(=O)O)C=C(C(=C1)S(=O)(=O)O)O 3-(2,5-dihydroxy-4-sulfobenzamido)picolinic acid